4,4'-Dimethacryloxybiphenyl C(C(=C)C)(=O)OC1=CC=C(C=C1)C1=CC=C(C=C1)OC(C(=C)C)=O